tert-butyl (S)-(7-((4-hydroxy-4-methylpent-2-yn-1-yl)oxy)-5-methyl-4-oxo-2,3,4,5-tetrahydrobenzo[b][1,4]oxazepin-3-yl)carbamate OC(C#CCOC1=CC2=C(OC[C@@H](C(N2C)=O)NC(OC(C)(C)C)=O)C=C1)(C)C